sodium (S)-3-(3-(1-methyl-4-oxido-2-oxo-1,2-dihydropyridin-3-yl)ureido)-3-(3-(2-methylbenzyl) phenyl)propanoate CN1C(C(=C(C=C1)[O-])NC(N[C@@H](CC(=O)[O-])C1=CC(=CC=C1)CC1=C(C=CC=C1)C)=O)=O.[Na+].[Na+]